3-METHOXYCARBONYL-5-NITROPHENYLBORONIC ACID COC(=O)C=1C=C(C=C(C1)[N+](=O)[O-])B(O)O